4-chloro-2,5-dimethylbenzenesulfonyl chloride ClC1=CC(=C(C=C1C)S(=O)(=O)Cl)C